(S)-4-((3-fluoropyridin-2-yl)thio)-6-(5-methyl-1-(1-(piperidin-4-yl)ethyl)-1H-pyrazol-4-yl)pyrazolo[1,5-a]pyridine-3-carbonitrile FC=1C(=NC=CC1)SC=1C=2N(C=C(C1)C=1C=NN(C1C)[C@@H](C)C1CCNCC1)N=CC2C#N